iso-butylmethylketon C(C(C)C)C(=O)C